F[C@H]1CN(CC1)C=1C2=C(N=CN1)CN(CC2)C(=O)OC(C)(C)C (R)-tert-Butyl 4-(3-fluoropyrrolidin-1-yl)-5,6-dihydropyrido[3,4-d]pyrimidine-7(8H)-carboxylate